2-oxo-1-phenylethyl 3-oxolanoate O1CC(CC1)C(=O)OC(C=O)C1=CC=CC=C1